CN1C(N(C2=NC(=NC=C12)NC1=CC=C(S1)C(=O)OC)C1CCOCC1)=O methyl 5-((7-methyl-8-oxo-9-(tetrahydro-2H-pyran-4-yl)-8,9-dihydro-7H-purin-2-yl)amino)thiophene-2-carboxylate